FC=1C=CC2=C([C@@H](C[C@@H](O2)C(=O)NC2CCC(CC2)N2N=CC(=C2)OCCOC(F)(F)F)O)C1 (2R,4R)-6-fluoro-4-hydroxy-N-[(1r,4R)-4-{4-[2-(trifluoromethoxy)ethoxy]-1H-pyrazol-1-yl}cyclohexyl]-3,4-dihydro-2H-1-benzopyran-2-carboxamide